BrCC(=O)C1CCOCC1 2-bromo-1-(tetrahydro-2H-pyran-4-yl)ethanone